7-cyclopropyl-1-methyl-2-oxo-4-[4-(phenylthio)piperidin-1-yl]-1,2-dihydroquinoline-3-carbonitrile C1(CC1)C1=CC=C2C(=C(C(N(C2=C1)C)=O)C#N)N1CCC(CC1)SC1=CC=CC=C1